C(#N)C=1C=C2C(N(C(NC2=CC1CN1CCN(CC1)C=1C=CC(=NC1C)C(=O)NC)=O)CC)=S 5-(4-((6-cyano-3-ethyl-2-oxo-4-thioxo-1,2,3,4-tetrahydroquinazolin-7-yl)methyl)piperazin-1-yl)-N,6-dimethylpicolinamide